N-(4-chloro-3-(hydroxymethyl)phenyl)methanesulfonamide ClC1=C(C=C(C=C1)NS(=O)(=O)C)CO